C(C)OC(=O)N1C[C@@H]([C@@H](CC1)N)O (3S,4R)-4-amino-3-hydroxypiperidine-1-carboxylic acid ethyl ester